methyl 2-bromo-5-[[4-[(2-cyanocyclohexyl) amino]-5-methyl-pyrimidin-2-yl]amino]benzoate BrC1=C(C(=O)OC)C=C(C=C1)NC1=NC=C(C(=N1)NC1C(CCCC1)C#N)C